Cl.NC1=C(C(=C(OC2=CC=NC=3NC(C=NC32)=O)C=C1)F)F 8-(4-amino-2,3-difluorophenoxy)pyrido[2,3-b]pyrazin-3(4H)-one hydrochloride